FC1=CC(=C(C=C1)N1N=CC(=C1C(F)(F)F)C(=O)N)OC 1-(4-fluoro-2-methoxyphenyl)-5-(trifluoromethyl)-1H-pyrazole-4-carboxamide